FC(C1=CC=C(C=C1)N1CC(CC2=CC=CC=C12)CNCC#N)(F)F 2-(((1-(4-(trifluoromethyl)phenyl)-1,2,3,4-tetrahydroquinolin-3-yl)methyl)amino)acetonitrile